dihydroxyeugenol COC1=C(C(=C(C(=C1)CC=C)O)O)O